2-(3-bromo-4,5-dihydro-1,2-oxazol-5-yl)-5-chloro-3-(2,6-difluorophenyl)pyridine BrC1=NOC(C1)C1=NC=C(C=C1C1=C(C=CC=C1F)F)Cl